2-cyclohexyl-2-ethyl succinate C(CCC(=O)[O-])(=O)OC(C)C1CCCCC1